FC1=C(C=CC(=C1)COC)C1=CC=C(C=C1)N(C(C(C)(C)OC1=CC=C(C=C1)F)=O)C N-(2'-fluoro-4'-(methoxymethyl)-[1,1'-biphenyl]-4-yl)-2-(4-fluorophenoxy)-N,2-dimethylpropanamide